2,3,5,6-tetra(3,6-diphenyl-carbazole-9-yl)-1,4-dicyanobenzene C1(=CC=CC=C1)C=1C=CC=2N(C3=CC=C(C=C3C2C1)C1=CC=CC=C1)C1=C(C(=C(C(=C1N1C2=CC=C(C=C2C=2C=C(C=CC12)C1=CC=CC=C1)C1=CC=CC=C1)C#N)N1C2=CC=C(C=C2C=2C=C(C=CC12)C1=CC=CC=C1)C1=CC=CC=C1)N1C2=CC=C(C=C2C=2C=C(C=CC12)C1=CC=CC=C1)C1=CC=CC=C1)C#N